C(C)(SCCC=1C=C2C(C=C(NC2=CC1)CCCCCCC)=O)=O S-(2-(2-heptyl-4-oxo-1,4-dihydroquinolin-6-yl)ethyl) ethanethioate